ClC=1C=C(C=CC1)N1CCN(CC1)S(=O)(=O)C1=CC=C(C=C1)NC(NCC=1C=NC=CC1)=O 3-{4-[4-(3-chlorophenyl)piperazine-1-sulfonyl]phenyl}-1-(pyridin-3-ylmethyl)urea